C(=C\C1=CC=CC=C1)/C1=C(C=CC=C1)CS(=O)(=O)NC1=C(N=CS1)C(=O)O (E)-5-((2-styrylphenyl)methylsulfonylamino)thiazole-4-carboxylic acid